N-(4-carboxy-2,5-dihydroxybenzoyl)4-carboxymethyl-2,5-dihydroxybenzamide C(=O)(O)C1=CC(=C(C(=O)NC(C2=C(C=C(C(=C2)O)CC(=O)O)O)=O)C=C1O)O